dodec-3-enal C(CC=CCCCCCCCC)=O